1-bromo-2-(2-chloroethoxy)ethane BrCCOCCCl